C1(CCCC1)[C@H]1[C@H](C=2C=CC(=CC2CC1)O)C1=CC=C(C=C1)N1CCC(CC1)C(OC)OC (5S,6S)-6-Cyclopentyl-5-(4-(4-(dimethoxymethyl)piperidin-1-yl)phenyl)-5,6,7,8-tetrahydronaphthalen-2-ol